ClC=1C=C(C=CC1Cl)C1=CC=C(O1)CCNC(=O)C1=NN(C2=CC=CC=C12)C 1-Methyl-1H-indazole-3-carboxylic acid {2-[5-(3,4-dichlorophenyl)furan-2-yl]ethyl}amide